(4aS,13aR)-N-[(4-fluorophenyl)methyl]-9,11-dioxo-10-[(phenylmethyl)oxy]-2,3,4a,5,9,11,13,13a-octahydro-1H-pyrido[1,2-a]pyrrolo[1',2':3,4]imidazo[1,2-d]pyrazine-8-carboxamide FC1=CC=C(C=C1)CNC(=O)C=1C(C(=C2N(C[C@@H]3N(C2=O)C[C@@H]2N3CCC2)C1)OCC1=CC=CC=C1)=O